CC1=C(C=C(C(=O)NC2=CC(=CC(=C2)C(F)(F)F)C2CN(CCC2)CCC)C=C1)NC1=NC=CC(=N1)C=1C=NC=CC1 4-Methyl-N-[3-(1-propyl-piperidin-3-yl)-5-trifluoromethyl-phenyl]-3-(4-pyridin-3-yl-pyrimidin-2-ylamino)-benzamide